FC=1C(=CC=2C3=C(NC(C2C1)=O)COCC3N(C(=O)C=3NC=1CCC(CC1C3)(F)F)C)F N-(8,9-difluoro-6-oxo-1,4,5,6-tetrahydro-2H-pyrano[3,4-c]isoquinolin-1-yl)-5,5-difluoro-N-methyl-4,5,6,7-tetrahydro-1H-indole-2-carboxamide